CCC#CC(C)(C)CN(C)C The molecule is an acetylenic compound that is 2,2-tetramethyl-3-hexyn-1-amine in which both amino hydrogens have been replaced by methyl groups. It is a tertiary amine and an acetylenic compound.